ClC=1C=CC2=C(N=C(O2)N2CCC3(CC2)CCC(CC3)NC(=O)C3=CC(=NC=C3)S(=O)(=O)C3CC3)C1 N-[3-(5-chloro-1,3-benzoxazol-2-yl)-3-azaspiro[5.5]undecan-9-yl]-2-cyclopropylsulfonyl-pyridine-4-carboxamide